2-(5-amino-2-(furan-2-yl)-7H-pyrazolo[4,3-e][1,2,4]triazolo[1,5-c]pyrimidin-7-yl)-N-((1-hydroxycyclobutyl)methyl)-2-phenylpropanamide NC1=NC2=C(C=3N1N=C(N3)C=3OC=CC3)C=NN2C(C(=O)NCC2(CCC2)O)(C)C2=CC=CC=C2